[Si](C)(C)(C(C)(C)C)O[C@H]1[C@@H](O[C@@H]([C@H]1O[Si](C)(C)C(C)(C)C)CSCC=1C(=NOC1C1=CC=CC=C1)C)N1C=C(C2=C1N=CN=C2N)CC(C)C 7-((2R,3R,4R,5S)-3,4-bis((tert-Butyldimethylsilyl)oxy)-5-((((3-methyl-5-phenylisoxazol-4-yl)methyl)thio)methyl)tetrahydrofuran-2-yl)-5-isobutyl-7H-pyrrolo[2,3-d]pyrimidin-4-amine